N(=C=O)CC1SCSCC1CN=C=O 4,5-bis(isocyanatomethyl)-1,3-dithiane